[Zn].[Fe].[Sn] tin-iron-zinc